2-((1s,4s)-4-((2-((2-(1-(Cyclopropylsulfonyl)-1H-pyrazol-4-yl)pyrimidin-4-yl)amino)-5-(1-(oxetan-3-yl)-1H-pyrazol-3-yl)pyridin-4-yl)amino)cyclohexyl)propan-2-ol C1(CC1)S(=O)(=O)N1N=CC(=C1)C1=NC=CC(=N1)NC1=NC=C(C(=C1)NC1CCC(CC1)C(C)(C)O)C1=NN(C=C1)C1COC1